N-[4-methyl-3-[(4-pyrimidin-5-ylpyrimidin-2-yl)amino]phenyl]-3-(trifluoromethyl)benzamide CC1=C(C=C(C=C1)NC(C1=CC(=CC=C1)C(F)(F)F)=O)NC1=NC=CC(=N1)C=1C=NC=NC1